(2S,3S,4R,5R)-2-((R)-6-chloro-1,3-dihydrofuro[3,4-c]pyridin-1-yl)-5-(4-methyl-7H-pyrrolo[2,3-d]pyrimidin-7-yl)tetrahydrofuran-3,4-diol ClC1=CC2=C(C=N1)CO[C@H]2[C@H]2O[C@H]([C@@H]([C@@H]2O)O)N2C=CC1=C2N=CN=C1C